N-(5-(7'-Fluoro-3'-methyl-2'-oxo-3-(pyridin-2-yl)-2',3'-dihydrospiro[cyclobutane-1,1'-pyrrolo[2,3-c]quinolin]-8'-yl)-2-(2-(isopropylamino)ethoxy)pyridin-3-yl)methanesulfonamide FC=1C(=CC=2C3=C(C=NC2C1)N(C(C31CC(C1)C1=NC=CC=C1)=O)C)C=1C=C(C(=NC1)OCCNC(C)C)NS(=O)(=O)C